(3S)-1-imidazo[1,2-a]pyridin-2-yl-3-(1H-indol-3-ylmethyl)-4-prop-2-enoyl-piperazin-2-one N=1C(=CN2C1C=CC=C2)N2C([C@@H](N(CC2)C(C=C)=O)CC2=CNC1=CC=CC=C21)=O